Z-13-hexadecenoic acid C(CCCCCCCCCCC\C=C/CC)(=O)O